(S)-2-(2-Nitrobenzamido)propionic acid methyl ester COC([C@H](C)NC(C1=C(C=CC=C1)[N+](=O)[O-])=O)=O